2-[2-[2-[[5-(4-Ethylpiperazin-1-yl)pyridin-2-yl]amino]-5-fluoropyrimidin-4-yl]thieno[3,2-b]pyridin-7-yl]-1,1,1-trifluoropropan-2-ol C(C)N1CCN(CC1)C=1C=CC(=NC1)NC1=NC=C(C(=N1)C1=CC2=NC=CC(=C2S1)C(C(F)(F)F)(C)O)F